[Cl-].C(C=C)(=O)OCCC[N+](C)(C)C acryloyloxypropyl-trimethylammonium chloride